C1(=CC=CC=C1)N1C(C2(CC2)C(N1C1=CC=CC=C1)=O)=O 5,6-Diphenyl-5,6-diazaspiro[2.4]heptane-4,7-dione